ALLYL 10-UNDECENOATE C(CCCCCCCCC=C)(=O)OCC=C